5-[2-fluoro-6-hydroxy-4-[[(5-methyl-2-pyridyl)amino]methyl]phenyl]-1,1-dioxo-1,2,5-thiadiazolidin-3-one FC1=C(C(=CC(=C1)CNC1=NC=C(C=C1)C)O)N1CC(NS1(=O)=O)=O